bromo-6-methyl-pyridine-2-carboxylic acid BrC=1C(=NC(=CC1)C)C(=O)O